C(CCC)OC(=O)N1CCC(CC1)OC1=CC(=CC=C1)CC#N.C(=O)(O)CC[Si](OCCOC)(OCCOC)C1=CC=CC=C1 carboxyethylphenyl-bis(2-methoxyethoxy)silane butyl-4-(3-(cyanomethyl)phenoxy)piperidine-1-carboxylate